5-((2-methylpyridin-4-yl)amino)-2-(3-((2-methylpyridin-4-yl)amino)phenyl)isoindolin-1-one CC1=NC=CC(=C1)NC=1C=C2CN(C(C2=CC1)=O)C1=CC(=CC=C1)NC1=CC(=NC=C1)C